NC1=C(C(=NN1C(C([2H])([2H])[2H])(C([2H])([2H])[2H])[2H])C1=CC=C(C=C1)C(C(=O)O)C)C#N 2-[4-[5-Amino-4-cyano-1-[1,2,2,2-tetradeuterio-1-(trideuteriomethyl)ethyl]pyrazol-3-yl]phenyl]propanoic acid